O1CCN(CC1)C[Si](C)(C)OC morpholinomethylmethoxydimethylsilane